NCC#CC1=C(C=C(C(=C1)OC1CC1)C#N)F 4-(3-aminoprop-1-ynyl)-6-(cyclopropyloxy)-3-fluorobenzene-1-carbonitrile